4-vinylbenzyl-dimethyl-(3-trimethoxysilylpropyl)ammonium chloride [Cl-].C(=C)C1=CC=C(C[N+](CCC[Si](OC)(OC)OC)(C)C)C=C1